C1(CC1)NC(=O)C=1C=CC2=C(N=CO2)C1 N-cyclopropylbenzo[d]oxazole-5-carboxamide